N-(2-aminophenyl)-4-((4-(pyridin-3-yl)pyrimidin-2-ylamino)methyl)benzamide NC1=C(C=CC=C1)NC(C1=CC=C(C=C1)CNC1=NC=CC(=N1)C=1C=NC=CC1)=O